4-fluoro-3-(2-methoxyethoxy)benzonitrile FC1=C(C=C(C#N)C=C1)OCCOC